N1=CC(=C2OCCCN21)N2N=CC(=C2)S(=O)(=O)NC=2C=CC=C1C=NN(C21)C 1-(6,7-DIHYDRO-5H-PYRAZOLO[5,1-B][1,3]OXAZIN-3-YL)-N-(1-METHYL-1H-INDAZOL-7-YL)-1H-PYRAZOLE-4-SULFONAMIDE